5-Methylpentacosane CC(CCCC)CCCCCCCCCCCCCCCCCCCC